C(C1=CC=CC=C1)NC(N(C1=NC=C(C=C1)C=1C=NN(C1)C)[C@@H]1CC[C@H](CC1)NC1=NC=C(C(=N1)NCC1(CCCCC1)O)C#N)=O 3-benzyl-1-(trans-4-((5-cyano-4-(((1-hydroxycyclohexyl)methyl)-amino)pyrimidin-2-yl)amino)cyclohexyl)-1-(5-(1-methyl-1H-pyrazol-4-yl)pyridin-2-yl)urea